C(C1=CC=CC=C1)C=1NC(=NN1)C(=O)N[C@H]1[C@@H](CC2=C(N(C1=O)C)C=CC=C2)F 5-benzyl-N-((3R,4R)-4-fluoro-1-methyl-2-oxo-2,3,4,5-tetrahydro-1H-benzo[b]azepin-3-yl)-4H-1,2,4-triazole-3-carboxamide